5-(6-((4,4-difluoropiperidin-1-yl)methyl)-3-((2-methyl-2H-1,2,3-triazol-4-yl)sulfonyl)-3-azabicyclo[3.1.0]hexan-1-yl)-1-(4-fluorophenyl)-6-methyl-1H-indazole FC1(CCN(CC1)CC1C2CN(CC12C=1C=C2C=NN(C2=CC1C)C1=CC=C(C=C1)F)S(=O)(=O)C1=NN(N=C1)C)F